[Na].ClCC chloroethane sodium